7-difluoromethyl-6-pyrimidin-5-yl-1,2,3,4-tetrahydroquinoline FC(C1=C(C=C2CCCNC2=C1)C=1C=NC=NC1)F